di(2,4-di-tert-butylphenyl) phosphite P(OC1=C(C=C(C=C1)C(C)(C)C)C(C)(C)C)(OC1=C(C=C(C=C1)C(C)(C)C)C(C)(C)C)[O-]